3,5-Difluoro-4-((7-methoxy-2-oxo-3-(2,2,2-trifluoroethyl)-2,3-dihydro-1H-imidazo[4,5-c][1,8]naphthyridin-1-yl)methyl)benzenesulfonamide FC=1C=C(C=C(C1CN1C(N(C=2C=NC=3N=C(C=CC3C21)OC)CC(F)(F)F)=O)F)S(=O)(=O)N